4-((2-((cyclopentyloxy)methyl)-3',5'-dimethoxy-4'-methyl-[1,1'-biphenyl]-4-yl)amino)piperidine-4-carboxylic acid C1(CCCC1)OCC1=C(C=CC(=C1)NC1(CCNCC1)C(=O)O)C1=CC(=C(C(=C1)OC)C)OC